FC1=C(C(=CC(=C1)F)C)C(=O)C1=C(C2=C(S1)C=C(C=C2)O)OC2=CC=C(C=C2)OCCN2C[C@@H](CC2)CF (R)-(2,4-difluoro-6-methylphenyl)(3-(4-(2-(3-(fluoromethyl)pyrrolidin-1-yl)ethoxy)phenoxy)-6-hydroxybenzo[b]thiophen-2-yl)methanone